ONC(C1=CC=C(C=C1)OC1=CC(=CC=C1)N(C1=NC(=NC2=CC=CC=C12)C)C)=O N-hydroxy-4-(3-(methyl-(2-methyl-4-quinazolinyl)amino)phenoxy)benzamide